C(C1=CC=CC=C1)SC1=CC(=C(C=C1)OC)Br 4-Benzylthio-2-monobromo-1-methoxybenzene